(2'-chloro-[2,4'-bipyridyl]-3'-yl)-carbamic acid tert-butyl ester C(C)(C)(C)OC(NC=1C(=NC=CC1C1=NC=CC=C1)Cl)=O